Cl.CN1C(N(C2=C1C(=CC=C2)CCCOCCCNC)N2C(CCCC2=O)=O)=O (3-methyl-4-[3-[3-(methylamino)propoxy]propyl]-2-oxo-1,3-benzodiazol-1-yl)piperidine-2,6-dione hydrochloride